C(CCCCC(=O)O)CCCC=O The molecule is a capric acid derivative carrying an oxo group at position 10. It is an oxo monocarboxylic acid, an aldehydic acid, a medium-chain fatty acid and an omega-oxo fatty acid. It derives from a decanoic acid. It is a conjugate acid of a 10-oxocaprate.